2,3-bis[amino[(2-aminophenyl)thio]methylene]-succinonitrile NC(SC1=C(C=CC=C1)N)=C(C#N)C(C#N)=C(SC1=C(C=CC=C1)N)N